FC(OC=1C=C(C=CC1)NC(NC=1C=C(C=CC1)C1=CC=CS1)=O)(F)F 5-(3-(3-(3-trifluoromethoxyphenyl)ureido)phenyl)-1H-thiophen